ClC=1N(C(=C2CCCC(C12)=O)C(=O)OCC)C ethyl 3-chloro-2-methyl-4-oxo-4,5,6,7-tetrahydro-2H-isoindole-1-carboxylate